F[C@@H]1CC2=C(C(=C(N2C1)C(NC1=CC=C(C=C1)F)=O)C)C(C(=O)OCC)=O ethyl (R)-2-(2-fluoro-5-((4-fluorophenyl)carbamoyl)-6-methyl-2,3-dihydro-1H-pyrrolizin-7-yl)-2-oxoacetate